C(C1=CC=CC=C1)OC(=O)[C@@H]1C[C@@H](CCC1)NC(=O)OC(C)(C)C (1S,3R)-3-((tert-butoxycarbonyl)amino)cyclohexane-1-carboxylic acid benzyl ester